6-(N-(5-cyano-2-(4-ethoxypiperidin-1-yl)pyridin-3-yl)aminosulfonyl)benzofuran-2-carboxylic acid ethyl ester C(C)OC(=O)C=1OC2=C(C1)C=CC(=C2)S(=O)(=O)NC=2C(=NC=C(C2)C#N)N2CCC(CC2)OCC